3-iodo-4-methyl-1H-indazole IC1=NNC2=CC=CC(=C12)C